(E,Z)-9,11-hexadecadienal C(CCCCCCC\C=C\C=C/CCCC)=O